C1(CC1)COC=1C=C(C(=O)O)C=CC1C 3-(Cyclopropylmethoxy)-4-methylbenzoic acid